FC(OC1=C(C=C(C=C1)S(=O)(=O)C=1C=NN(C1)C[C@@H](C)N(C)C)C1=NN(C=C1NC(=O)C=1C=NN2C1N=CC=C2)C)F N-[3-[2-(difluoromethoxy)-5-[1-[(2R)-2-(dimethylamino)propyl]pyrazol-4-yl]sulfonyl-phenyl]-1-methyl-pyrazol-4-yl]pyrazolo[1,5-a]pyrimidine-3-carboxamide